octylmethyldi(trimethylsiloxy)silane ((5-((dimethylamino)methyl)-1,3-phenylene)bis(oxy))bis(hexane-6,1-diyl)dioctanoate CN(C)CC=1C=C(C=C(C1)OCCCCCCCCCCCCCC(=O)O)OCCCCCCCCCCCCCC(=O)O.C(CCCCCCC)[Si](O[Si](C)(C)C)(O[Si](C)(C)C)C